Cl.FC1=C(C=C(C(=C1)C=1C=NNC1)F)C=1SC2=C(N1)SC(=N2)N(C2CC(NC(C2)(C)C)(C)C)C 5-[2,5-Difluoro-4-(1H-pyrazol-4-yl)phenyl]-N-methyl-N-(2,2,6,6-tetramethylpiperidin-4-yl)[1,3]thiazolo[5,4-d][1,3]thiazol-2-amin Hydrochlorid